N1C=CC2=CC=C(C=C12)NC(=O)NC1=CC2=C(SCCN2CC2=CC=NC=C2)C=C1 1-(1H-indol-6-yl)-3-(4-(pyridin-4-ylmethyl)-3,4-dihydro-2H-benzo[b][1,4]thiazin-6-yl)urea